C(C=C)(=O)OC=1C=C(C(=O)O)C=CC1 3-(Acryloyloxy)Benzoic Acid